NCC(=O)N1CCN(CC1)C(=O)C=1C2=C(N(N1)CC(=O)N1CCN(CC1)C1=C(C(=CC=C1)C)C)CCC2 2-Amino-1-(4-(1-(2-(4-(2,3-dimethylphenyl)piperazin-1-yl)-2-oxoethyl)-1,4,5,6-tetrahydrocyclopenta[c]pyrazol-3-carbonyl)piperazin-1-yl)ethanon